C[C@@H]1CN[C@@H](CO1)C1=CC=CC=C1 (2R,5R)-2-methyl-5-phenylmorpholine